5-chloro-3-hydroxy-8-((1-((1R,2R)-2-methylcyclopropyl)-1H-indol-6-yl)sulfonyl)quinazoline-2,4(1H,3H)-dione ClC1=C2C(N(C(NC2=C(C=C1)S(=O)(=O)C1=CC=C2C=CN(C2=C1)[C@H]1[C@@H](C1)C)=O)O)=O